7-((5-(4-hydroxypiperidin-1-yl)pyridin-2-yl)amino)-4-(pyrrolo[1,2-a]pyrazin-6-yl)isoindolin-1-one OC1CCN(CC1)C=1C=CC(=NC1)NC=1C=CC(=C2CNC(C12)=O)C1=CC=C2N1C=CN=C2